B(OC1=C(C2=C(N(N=C2C=C1)C)Cl)Cl)([O-])[O-] (3,4-dichloro-2-methyl-2H-indazol-5-yl) borate